2-chloro-3-(2-(dimethylamino)ethyl)-1H-indol-4-ol ClC=1NC=2C=CC=C(C2C1CCN(C)C)O